2-[3-(trifluoromethoxy)phenyl]sulfonyl-2,6-diazaspiro[3.3]heptane FC(OC=1C=C(C=CC1)S(=O)(=O)N1CC2(C1)CNC2)(F)F